2-(tert-butylperoxy)-2-(tert-butylperoxy)-butane C(C)(C)(C)OOC(C)(CC)OOC(C)(C)C